CS(=O)CCCCCCCCCCCC Dodecyl methyl SULFOXIDE